rac-6-(2-((3aR,5r,6aS)-5-benzyl-5-methoxyhexa-hydrocyclopenta[c]pyrrol-2(1H)-yl)-1-hydroxyethyl)pyridin-3-ol C(C1=CC=CC=C1)C1(C[C@@H]2[C@@H](CN(C2)CC(O)C2=CC=C(C=N2)O)C1)OC